(4-(4-bromophenyl)tetrahydro-2H-pyran-4-yl)methanol BrC1=CC=C(C=C1)C1(CCOCC1)CO